N-[1-(4-{3-[(1r,3R,5S,7r)-3,5-dimethyladamantan-1-yl]ureido}benzoyl)piperidin-4-yl]butanamide C[C@]12CC3(CC(C[C@@](C1)(C3)C)C2)NC(NC2=CC=C(C(=O)N3CCC(CC3)NC(CCC)=O)C=C2)=O